ClC=1C(N(C(=C(C1)N1N=CN=C1)C1=C(C=C(C=C1F)F)F)CC)=O 3-chloro-1-ethyl-5-(1H-1,2,4-triazol-1-yl)-6-(2,4,6-trifluorophenyl)pyridin-2(1H)-one